C(C)(=O)C1=NN(C2=C(N=C(C=C21)C=2C=NC(=NC2)C)C)CC(=O)N2[C@@H]([C@@H]1C[C@@H]1C2)C(=O)NC2=NC(=CC=C2C)Br (1R,2S,5S)-3-(2-(3-acetyl-7-methyl-5-(2-methylpyrimidin-5-yl)-1H-pyrazolo[3,4-c]pyridin-1-yl)acetyl)-N-(6-bromo-3-methylpyridin-2-yl)-3-azabicyclo[3.1.0]hexane-2-carboxamide